2-(6-bromopyridazin-3-yl)propan-2-ol BrC1=CC=C(N=N1)C(C)(C)O